[Nd].[Al] aluminum Neodymium